N[C@]1(CN(C[C@@H]1CCCB(O)O)CC(C)C)C(=O)O (3R,4S)-3-amino-4-(3-boronopropyl)-1-isobutylpyrrolidine-3-carboxylic acid